C1(=CC(=CC=C1)[C@H]1[C@H](CN(CC1)C(=O)C1CC2(C1)NC(OC2)=O)C)C2=CC=CC=C2 |r| (rac)-(2s,4S)-2-((3R,4R)-4-([1,1'-biphenyl]-3-yl)-3-methylpiperidine-1-carbonyl)-7-oxa-5-azaspiro[3.4]octan-6-one